(6-Bromo-2-pyridyl)lithium BrC1=CC=CC(=N1)[Li]